3-[4-(pyrrolidin-1-ylmethyl)phenyl]-2,3-dihydro[1,4]dioxino[2,3-b]pyridine N1(CCCC1)CC1=CC=C(C=C1)C1COC=2C(=NC=CC2)O1